1-Decyl-1-methylpyrrolidinium fluorid [F-].C(CCCCCCCCC)[N+]1(CCCC1)C